4-(4,4-Dimethylcyclohexyl)-N-(3-(pyrrolidin-1-yl)propyl)aniline CC1(CCC(CC1)C1=CC=C(NCCCN2CCCC2)C=C1)C